6-[(5-iodothiophen-2-yl)methyl]adenosine IC1=CC=C(S1)CC1(C2=NCN([C@H]3[C@H](O)[C@H](O)[C@@H](CO)O3)C2=NC=N1)N